FC(C(CC(=O)O)(CCCC=C)C(F)(F)F)(F)F 3,3-bis(trifluoromethyl)oct-7-enoic acid